(2-Chloroethyl)phosphate ClCCOP(=O)([O-])[O-]